[OH-].[OH-].[NH4+].[NH4+] ammonium bishydroxide